[2-[[(2R)-2-[[(2R)-2-amino-3-phenyl-propionyl]amino]-7,7,7-trifluoro-heptanoyl]amino]hexanoyl]piperidine-4-carboxylic acid N[C@@H](C(=O)N[C@@H](C(=O)NC(C(=O)N1CCC(CC1)C(=O)O)CCCC)CCCCC(F)(F)F)CC1=CC=CC=C1